2-acetoxy-3-thiomorpholinopropionate C(C)(=O)OC(C(=O)[O-])CN1CCSCC1